CCCCCCCCCCCCCCCCCC(=O)N[C@@H](CO[C@H]1[C@@H]([C@H]([C@@H]([C@H](O1)CO)O[C@H]2[C@@H]([C@H]([C@H]([C@H](O2)CO)O[C@H]3[C@@H]([C@H]([C@H]([C@H](O3)CO)O)O[C@H]4[C@@H]([C@H]([C@H]([C@H](O4)CO)O)O)O)NC(=O)C)O[C@@]5(C[C@@H]([C@H]([C@@H](O5)[C@@H]([C@@H](CO)O)O)NC(=O)C)O)C(=O)O)O)O)O)[C@@H](CCCCCCCCCCCCCCC)O The molecule is a ganglioside derivative that is ganglioside GM1 with a single bond instead of the C4=C5 double bond of sphingosine. It derives from a ganglioside GM1.